3-({5-chloro-4-[(3-fluorobenzyl)amino]pyrimidin-2-yl}amino)-N-(1-methylpiperidin-4-yl)benzamide ClC=1C(=NC(=NC1)NC=1C=C(C(=O)NC2CCN(CC2)C)C=CC1)NCC1=CC(=CC=C1)F